C1(CC1)N1N=C(C(=C1NC(=O)[C@H]1C(C1)(F)F)C)C1CC(C1)(F)F (S)-N-(1-cyclopropyl-3-(3,3-difluorocyclobutyl)-4-methyl-1H-pyrazol-5-yl)-2,2-difluorocyclopropane-1-carboxamide